2-fluoro-arabinosyl-adenine F[C@]1(C(OC[C@H]([C@H]1O)O)C1=NC(=C2NC=NC2=N1)N)O